2,4-bis(diallylamino)-6-(3-triethoxysilylpropyl)amino-1,3,5-triazine C(C=C)N(C1=NC(=NC(=N1)N(CC=C)CC=C)NCCC[Si](OCC)(OCC)OCC)CC=C